NC1=CC(=C(C(=O)N[C@H]2[C@H](CN(CC2)CCC(CCC(=O)O)C)OC)C=C1Cl)OC 6-((3S,4R)-4-(4-amino-5-chloro-2-methoxybenzamido)-3-methoxypiperidin-1-yl)-4-methylhexanoic acid